CS(=O)(=O)C1=CC=C(C=N1)OCC1CC(N(C1)CCC=1C=C(C=C(C1)C#N)C#N)C 5-{2-[4-{[(6-methanesulfonylpyridin-3-yl)oxy]methyl}-2-methylpyrrolidin-1-yl]ethyl}benzene-1,3-dicarbonitrile